CC(C(=O)NCC(C)C)=C 2-methylacrylamido-2-methylpropane